BrC1=C(C=NC(=C1)C)OCC(C)(O)C 1-((4-bromo-6-methylpyridin-3-yl)oxy)-2-methylpropan-2-ol